methyl 2-(4-bromo-2,6-difluorobenzyl)-1-(2-methoxy ethyl)-1H-benzo[d]imidazole-6-carboxylate BrC1=CC(=C(CC2=NC3=C(N2CCOC)C=C(C=C3)C(=O)OC)C(=C1)F)F